BrC1=CC=C(COC2=C(CC3N(CCC(C3)N)C)C=C(C=C2)OC)C=C1 (2-((4-bromobenzyl)oxy)-5-methoxybenzyl)-1-methylpiperidin-4-amine